NC=1C=2N(C=CN1)C(=NC2C2=C(C=C(C(=O)NC1=NC=CC(=C1)N1CCN(CC1)C)C=C2)F)[C@H]2N(CC1(CC1)C2)CC#CC (S)-4-(8-amino-3-(5-(but-2-ynyl)-5-azaspiro[2.4]hept-6-yl)imidazo[1,5-a]pyrazin-1-yl)-3-fluoro-N-(4-(4-methylpiperazin-1-yl)pyridin-2-yl)benzamide